N-((S)-1-(3-(2-((S)-1-methoxyethyl)pyridin-4-yl)-1,2,4-oxadiazol-5-yl)ethyl)-1-methyl-3-(trifluoromethyl)-1H-pyrazole-5-carboxamide CO[C@@H](C)C1=NC=CC(=C1)C1=NOC(=N1)[C@H](C)NC(=O)C1=CC(=NN1C)C(F)(F)F